2-methyl-5-nitro-2H-indazole CN1N=C2C=CC(=CC2=C1)[N+](=O)[O-]